N-tert-butyl-2-(6-{5-chloro-2-[(oxan-4-yl)amino]pyrimidin-4-yl}-1-oxo-2,3-dihydro-1H-isoindol-2-yl)-N-ethylacetamide C(C)(C)(C)N(C(CN1C(C2=CC(=CC=C2C1)C1=NC(=NC=C1Cl)NC1CCOCC1)=O)=O)CC